FC=1C=C(C=CC1)C=1N(N=C2CNCCC21)C 3-(3-Fluorophenyl)-2-methyl-2,4,5,7-tetrahydro-6H-pyrazolo[3,4-c]pyridin